trifluorobutan-1-one FC(CCC=O)(F)F